N[C@@H]1CN(CCCC1)C(=O)OCCCC butyl (S)-3-aminoazepane-1-carboxylate